CN1N=C2C=CC(=CC2=C1)N1C=NC2=C(C1=O)N=C(S2)C2CCN(CC2)C 6-(2-methyl-2H-indazol-5-yl)-2-(1-methylpiperidin-4-yl)thiazolo[5,4-d]pyrimidin-7(6H)-one